5-Fluoro-N1-(4-fluorophenyl)benzene-1,2-diamine FC1=CC=C(C(=C1)NC1=CC=C(C=C1)F)N